C(C)(C)(C)OC(=O)NC1C(N(CCC1)C(=O)OCC1=CC=CC=C1)CO benzyl 3-(tert-butoxycarbonylamino)-2-(hydroxymethyl)piperidine-1-carboxylate